di-stearyl-3,3'-thiodipropionate C(CCCCCCCCCCCCCCCCC)OC(CCSCCC(=O)OCCCCCCCCCCCCCCCCCC)=O